((R)-1-(2-chlorophenyl)ethoxy)-N-((R,E)-4-(methylsulfonyl)but-3-en-2-yl)-4-(trifluoromethyl)pyrimidine-2-carboxamide ClC1=C(C=CC=C1)[C@@H](C)OC=1C(=NC(=NC1)C(=O)N[C@H](C)\C=C\S(=O)(=O)C)C(F)(F)F